4,5-dihydroxy-9,10-dioxoanthracene-2-carboxylic acid OC1=CC(=CC=2C(C3=CC=CC(=C3C(C12)=O)O)=O)C(=O)O